2-((1H-pyrrolo[2,3-b]pyridin-5-yl)oxy)-N-((3-nitrophenyl)sulfonyl)-4-(4-(8-phenyl-1,2,3,4-tetrahydronaphthalen-1-yl)piperazin-1-yl)benzamide N1C=CC=2C1=NC=C(C2)OC2=C(C(=O)NS(=O)(=O)C1=CC(=CC=C1)[N+](=O)[O-])C=CC(=C2)N2CCN(CC2)C2CCCC1=CC=CC(=C21)C2=CC=CC=C2